C1=NN=C2N1C1=C(CCC2NC(=O)C2=NC=CC(=C2)OC2=CC=CC=C2)C=CC=C1 N-(5,6-dihydro-4H-benzo[f][1,2,4]triazolo[4,3-a]azepin-4-yl)-4-phenoxypyridineamide